OCCN(C(CCCCCCCCCCC)=O)CCO N,N-bis(hydroxyethyl)lauramide